ClC=1C(=NC(=NC1)NC1CCN(CC1)C(=O)C1CCN(CC1)CC(=O)O)C1=CC(=CC=C1)C1=CC=CC=C1 2-[4-[4-[[5-chloro-4-(3-phenylphenyl)pyrimidin-2-yl]amino]piperidine-1-carbonyl]-1-piperidyl]acetic acid